diethyl isosuccinate C(C(C)C(=O)OCC)(=O)OCC